Tripotassium formic acid C(=O)O.[K].[K].[K]